(2Z)-2-benzylidenesuccinic acid C(/C1=CC=CC=C1)=C(/C(=O)O)\CC(=O)O